5-Pentacosenoic acid C(CCCC=CCCCCCCCCCCCCCCCCCCC)(=O)O